2-(3,3-difluorocycloprop-1-en-1-yl)naphthalene FC1(C=C1C1=CC2=CC=CC=C2C=C1)F